(1H-indol-3-yl)-6-phenyl-3,4-dihydroisoquinoline-2(1H)-carboxamide N1C=C(C2=CC=CC=C12)C1N(CCC2=CC(=CC=C12)C1=CC=CC=C1)C(=O)N